N-(1-(tert-butyl)-5-(4,4-dimethoxytetrahydrofuran-2-yl)-1H-pyrazol-3-yl)-2-(3-methylisoxazol-5-yl)acetamide C(C)(C)(C)N1N=C(C=C1C1OCC(C1)(OC)OC)NC(CC1=CC(=NO1)C)=O